CNS(=O)(=O)C1=CC(=C(C=C1)OC1=CC=C(C=C1)C(F)(F)F)C=1SC2=NC=CC=C2N1 N-methyl-3-([1,3]thiazolo[5,4-b]pyridin-2-yl)-4-[4-(trifluoromethyl)phenoxy]benzene-1-sulfonamide